6-({6-[(4-aminophenyl)methyl]-4,7,10-tris({[1-(benzyloxy)-6-oxopyridin-2-yl]methyl})-1,4,7,10-tetraazacyclododecan-1-yl}methyl)-1-(benzyloxy)pyridin-2-one NC1=CC=C(C=C1)CC1CN(CCN(CCN(CCN1CC=1N(C(C=CC1)=O)OCC1=CC=CC=C1)CC=1N(C(C=CC1)=O)OCC1=CC=CC=C1)CC1=CC=CC(N1OCC1=CC=CC=C1)=O)CC=1N(C(C=CC1)=O)OCC1=CC=CC=C1